CC1=C(C(CC1)=O)C(C)CCC=C(CC)C 3-methyl-2-(6-methylocta-5-en-2-yl)cyclopent-2-en-1-one